[Na+].FC(C(=O)[NH-])(F)F 2,2,2-trifluoroacetamide, sodium salt